C(#N)C1=C(C=CC=C1C=1C=NN(C1)C)NC1=CC(=NC=C1C(=O)NOC)NC1=NC=C(C=C1)F 4-((2-cyano-3-(1-methyl-1H-pyrazol-4-yl)phenyl)amino)-6-((5-fluoropyridine-2-yl)amino)-N-methoxynicotinamide